BrC1=CC(=C(C=C1C)N1C(C=CC2=CC(=CC=C12)S(=O)(=O)N(CC1=CC=C(C=C1)OC)C1=NOC=C1)=O)OC (P)-1-(4-BROMO-2-METHOXY-5-METHYLPHENYL)-N-(ISOXAZOL-3-YL)-N-(4-METHOXYBENZYL)-2-OXO-1,2-DIHYDROQUINOLINE-6-SULFONAMIDE